(4R)-4-amino-1-[4-[4-[4-[[4-(azetidin-1-yl)cyclohexyl]-difluoro-methyl]-6-chloro-2-pyridyl]piperazin-1-yl]sulfonylphenyl]pyrrolidin-2-one N[C@@H]1CC(N(C1)C1=CC=C(C=C1)S(=O)(=O)N1CCN(CC1)C1=NC(=CC(=C1)C(F)(F)C1CCC(CC1)N1CCC1)Cl)=O